potassium tertiary amyl glycolate C(CO)(=O)OC(C)(C)CC.[K]